FC=1C=C(C=CC1C1=NC=2C(=CNC(C2C(=C1)NC1=NC=C(C=C1)N1CCC(CC1)O)=O)C)NC(=O)C1CCCCC1 N-[3-fluoro-4-[4-[[5-(4-hydroxy-1-piperidyl)-2-pyridyl]amino]-8-methyl-5-oxo-6H-1,6-naphthyridin-2-yl]phenyl]cyclohexanecarboxamide